[Si](C)(C)(C(C)(C)C)OCC[C@@H](C1=NC2=C(N1[C@@H]1CC[C@H](CC1)OC)C=CC(=C2)C=2C(=NOC2C)C)NC([O-])=O (S)-3-((t-butyldimethylsilyl)oxy)-1-(5-(3,5-dimethylisoxazol-4-yl)-1-((trans)-4-methoxycyclohexyl)-1H-benzo[d]imidazol-2-yl)propylcarbamate